CN([C@H](C)C(=O)O)C1=CC=C2C(=CC(OC2=C1)=O)C1=C(C=CC=C1)C N-methyl-N-(2-oxo-4-(o-tolyl)-2H-chromen-7-yl)-D-alanine